O[SiH2]OOC[NH2+]CCCCCCCCCCCC(=O)[O-] trioxa-6-aza-2-silaoctadecan-6-ium-18-oate